C(C)(=O)O[C@@H](COC1=C(C=C(C=C1Cl)S(=O)(=O)C1=CC=C(C=C1)OC[C@H](CN1C=NC=C1)OC(C)=O)Cl)CCl (S)-1-(4-((4-((S)-2-acetoxy-3-(1H-imidazol-1-yl)propoxy)phenyl)sulfonyl)-2,6-dichlorophenoxy)-3-chloropropan-2-yl acetate